4-(3-Methyl-1H-indazol-5-yl)-7-oxa-4-azaspiro[2.5]octane CC1=NNC2=CC=C(C=C12)N1C2(CC2)COCC1